CS(=O)(=O)NC1=C(C(=O)N)C=CC=C1 (methyl-sulfonamido)benzamide